6-[2-(diphenylmethylidene)hydrazin-1-yl]-8-fluoroquinoline C1(=CC=CC=C1)C(=NNC=1C=C2C=CC=NC2=C(C1)F)C1=CC=CC=C1